NC1=NC=NC(=C1Cl)Cl 4-amino-5,6-dichloropyrimidine